1-[(7R)-7-ethyl-7-hydroxy-5,6-dihydrocyclopenta[b]pyridin-2-yl]-6-[4-(4-methylpiperazin-1-yl)anilino]-2-prop-2-enylpyrazolo[3,4-d]pyrimidin-3-one C(C)[C@]1(CCC=2C1=NC(=CC2)N2N(C(C=1C2=NC(=NC1)NC1=CC=C(C=C1)N1CCN(CC1)C)=O)CC=C)O